C(C)(=O)C=1C(C(=C(NC1C)C)C#N)C=1C2=C(SC1)C=CC=C2 5-acetyl-4-(benzo[b]thiophen-3-yl)-2,6-dimethyl-1,4-dihydropyridine-3-carbonitrile